1-[5-(2-cyclopropylpyridin-4-yl)-1H-pyrazole-3-carbonyl]-N-(4-methylcyclohexyl)piperidine-4-carboxamide C1(CC1)C1=NC=CC(=C1)C1=CC(=NN1)C(=O)N1CCC(CC1)C(=O)NC1CCC(CC1)C